tert-Butyl-3-{[{(1R)-1-[1-benzyl-4-(2,5-difluorophenyl)-1H-pyrrol-2-yl]-2,2-dimethylpropyl}(chloroacetyl)amino] methyl}pyrrolidine-1-carboxylate C(C)(C)(C)OC(=O)N1CC(CC1)CN(C(CCl)=O)[C@H](C(C)(C)C)C=1N(C=C(C1)C1=C(C=CC(=C1)F)F)CC1=CC=CC=C1